5-ethyl-2-methylpyrazole-3-carboxylic acid C(C)C=1C=C(N(N1)C)C(=O)O